7-bromo-1-methyl-5-(4-(trifluoromethoxy)phenyl)-1,5-dihydro-4H-imidazo[4,5-c]Pyridin-4-one BrC=1C2=C(C(N(C1)C1=CC=C(C=C1)OC(F)(F)F)=O)N=CN2C